C(C)(C)C1=C(NC2=CC=C(C=C12)C1=NN=C(O1)[C@H]1[C@H](CCCC1)N)C1=CC(=NC=C1)C (1s,2r)-2-(5-(3-isopropyl-2-(2-methylpyridin-4-yl)-1H-indol-5-yl)-1,3,4-oxadiazol-2-yl)cyclohexane-1-amine